C(C1CO1)OC1=C(C=CC=C1)C(C)CC sec-butylphenyl glycidyl ether